COC(=O)C1=CC2=C(S1)C=C(C(=C2)OC(F)F)B2OC(C(O2)(C)C)(C)C 5-(Difluoromethoxy)-6-(4,4,5,5-tetramethyl-1,3,2-dioxaborolan-2-yl)benzo[b]thiophene-2-carboxylic acid methyl ester